2-{7-[(7S)-4-azaspiro[2.5]octan-7-yl]-7H-pyrrolo[2,3-c]pyridazin-3-yl}-5-(4-methyl-1H-1,2,3-triazol-1-yl)phenol C1CC12NCC[C@@H](C2)N2C=CC1=C2N=NC(=C1)C1=C(C=C(C=C1)N1N=NC(=C1)C)O